1-(4-chlorophenyl)-N-(3,4-dimethylphenyl)-1H-1,2,4-triazole-3-carboxamide ClC1=CC=C(C=C1)N1N=C(N=C1)C(=O)NC1=CC(=C(C=C1)C)C